N-[5-[(4-chlorophenyl)methoxy]-1,3,4-thiadiazol-2-yl]-2-chloropyridine-3-carboxamide ClC1=CC=C(C=C1)COC1=NN=C(S1)NC(=O)C=1C(=NC=CC1)Cl